N1C(NC(C2=C1C=CC=N2)=O)=O pyrido[3,2-d]pyrimidine-2,4-dione